C(C)(C)(C)OC(=O)N1CCC(CC1)=CC1=C(C=CC=C1)S(=O)(=O)C1=CC=C(C)C=C1 4-(2-tosyl-benzylidene)piperidine-1-carboxylic acid tert-butyl ester